3-Chloro-4-[3-(dimethylamino)-3-phenyl-pyrrolidin-1-yl]-2,6-difluoro-N-(6-fluoro-2-pyridyl)benzenesulfonamide ClC=1C(=C(C(=CC1N1CC(CC1)(C1=CC=CC=C1)N(C)C)F)S(=O)(=O)NC1=NC(=CC=C1)F)F